N-(3-hydroxypropyl)-N-[(4-methoxyphenyl)methyl]-6-methyl-4-[(1-methylcyclopropyl)amino]furo[2,3-d]pyrimidine-5-carboxamide OCCCN(C(=O)C1=C(OC=2N=CN=C(C21)NC2(CC2)C)C)CC2=CC=C(C=C2)OC